N-(2-((2-(Dimethylamino)ethyl)(methyl)amino)-4-methoxy-5-((5-(5-methyl-1,3,4-oxadiazol-2-yl)-4-(1-methyl-1H-indol-3-yl)pyrimidin-2-yl)amino)phenyl)acrylamide CN(CCN(C1=C(C=C(C(=C1)OC)NC1=NC=C(C(=N1)C1=CN(C2=CC=CC=C12)C)C=1OC(=NN1)C)NC(C=C)=O)C)C